2-((2-cyanoethyl)(methyl)amino)thiazole-4-carboxylic acid methyl ester COC(=O)C=1N=C(SC1)N(C)CCC#N